FC(CC1=C(NC2=CC=C(C=C12)C1CCN(CC1)CC=1N=C(NC1)C)C1=CC(=NC(=C1)C)C)F 3-(2,2-difluoroethyl)-2-(2,6-dimethylpyridin-4-yl)-5-(1-((2-methyl-1H-imidazol-4-yl)methyl)piperidin-4-yl)-1H-indole